(2S,4R)-4-hydroxy-1-[(2S)-2-[4-[(2-methoxyphenoxy)methyl]triazol-1-yl]-3,3-dimethyl-butanoyl]-N-methyl-pyrrolidine-2-carboxamide O[C@@H]1C[C@H](N(C1)C([C@H](C(C)(C)C)N1N=NC(=C1)COC1=C(C=CC=C1)OC)=O)C(=O)NC